C(CCC)C1=C(C(=NC=C1)C)C butyl-dimethyl-pyridine